C(CCCCCCCCCC\C=C/C)OC(C(=C)F)=O.FC(C=1C=CC(=C2C=CC=NC12)N1C[C@@H](C[C@@H](C1)C)NC(C(C)N1CC(C1)O)=O)F N-[(3R,5S)-1-[8-(difluoromethyl)quinolin-5-yl]-5-methylpiperidin-3-yl]-2-(3-hydroxyazetidin-1-yl)propanamide (Z)-tetradec-12-en-1-yl-2-fluoroacrylate